5-Amino-1-isopropyl-3-[4-(1-[[3-(2-methylbutan-2-yl)-1,2-oxazol-5-yl]carbamoyl]ethyl)phenyl]pyrazole-4-carboxamide NC1=C(C(=NN1C(C)C)C1=CC=C(C=C1)C(C)C(NC1=CC(=NO1)C(C)(CC)C)=O)C(=O)N